3-[7-fluoro-1-methyl-6-[1-(4-piperidylmethyl)-4-piperidyl]indazol-3-yl]piperidine FC=1C(=CC=C2C(=NN(C12)C)C1CNCCC1)C1CCN(CC1)CC1CCNCC1